ethyl 2-[3-(4-bromophenyl)-4-methyl-2-oxo-benzimidazol-1-yl]acetate BrC1=CC=C(C=C1)N1C(N(C2=C1C(=CC=C2)C)CC(=O)OCC)=O